ClC1=NC(=CC(=C1)C=1C(=NN2C1N=C(C=C2)N[C@@H]2CN(CCC2)C(=O)OC(C)(C)C)C2=CC(=CC=C2)C#N)C tert-Butyl (3S)-3-[[3-(2-chloro-6-methyl-4-pyridyl)-2-(3-cyanophenyl)pyrazolo[1,5-a]pyrimidin-5-yl]amino]piperidine-1-carboxylate